5-(5-(3-benzyl-1-((1-methyl-1H-pyrazol-3-yl)sulfonyl)pyrrolidin-3-yl)-6-methyl-1H-indazol-1-yl)-1-methylpyridin-2(1H)-one C(C1=CC=CC=C1)C1(CN(CC1)S(=O)(=O)C1=NN(C=C1)C)C=1C=C2C=NN(C2=CC1C)C=1C=CC(N(C1)C)=O